methyl 3-(2-methoxyethoxy)isoxazole-5-carboxylate COCCOC1=NOC(=C1)C(=O)OC